1-{3-[(2-{3-[(4-methanesulfonyl-2-methoxyphenyl)amino]prop-1-yn-1-yl}-1-(2,2,2-trifluoroethyl)-1H-indol-4-yl)amino]pyrrolidin-1-yl}-3-methoxypropan-2-ol CS(=O)(=O)C1=CC(=C(C=C1)NCC#CC=1N(C2=CC=CC(=C2C1)NC1CN(CC1)CC(COC)O)CC(F)(F)F)OC